oleate Potassium [K+].C(CCCCCCC\C=C/CCCCCCCC)(=O)[O-]